3-amino-4-((3aS,4S,6R,6aR)-6-(((tert-butyldiphenylsilyl)oxy)methyl)-2,2-dimethyltetrahydrofuro[3,4-d][1,3]dioxol-4-yl)thiophene-2-carboxamide NC1=C(SC=C1[C@@H]1O[C@@H]([C@H]2OC(O[C@H]21)(C)C)CO[Si](C2=CC=CC=C2)(C2=CC=CC=C2)C(C)(C)C)C(=O)N